1-(difluoromethyl)-5-methoxy-1H-benzo[d][1,2,3]triazole FC(N1N=NC2=C1C=CC(=C2)OC)F